1H-pyrazole trifluoroacetate FC(C(=O)O)(F)F.N1N=CC=C1